ClC=1C=CC2=C(CC3(CC=4N2C(=NN4)C4CCC2(CCN(C2=O)C(C)C)CC4)OCCO3)C1 (5s,8s)-8-(8'-chloro-4'H,6'H-spiro[1,3-dioxolane-2,5'-[1,2,4]triazolo[4,3-a][1]benzazepin]-1'-yl)-2-(propan-2-yl)-2-azaspiro[4.5]decan-1-one